N4-acetyl-3,4,5,6-tetrahydrocytidine C(C)(=O)NC1NC(N([C@H]2[C@H](O)[C@H](O)[C@@H](CO)O2)CC1)=O